NC=1C(=NC(=CN1)C1=C(C=C(C=C1)NC(C(O)C1=CC(=CC(=C1)F)F)=O)Cl)C(=O)NC1CC1 3-amino-6-(2-chloro-4-(2-(3,5-difluorophenyl)-2-hydroxyacetamido)phenyl)-N-cyclopropyl-pyrazine-2-carboxamide